FC(CCCNC1CC2=CC=C(C=C2C1)NC(C=C)=O)(F)F N-(2-((4,4,4-trifluorobutyl)amino)-2,3-dihydro-1H-inden-5-yl)acrylamide